FC(CNC(=O)C1=CN=C2N1C=C(C=C2)C2=CNC1=NC=C(C=C12)C=1C=NC=CC1C)F N-(2,2-difluoroethyl)-6-(5-(4-methylpyridin-3-yl)-1H-pyrrolo[2,3-b]pyridin-3-yl)imidazo[1,2-a]pyridine-3-carboxamide